C1(CC1)C=1C(=CC=2N(N1)C(=C(N2)C(C)(C)O)C2=NC(=C(C=C2)F)N[C@H]2CNCC[C@@H]2F)OC 2-(6-cyclopropyl-3-(5-fluoro-6-(((3S,4S)-4-fluoropiperidin-3-yl)amino)pyridin-2-yl)-7-methoxyimidazo[1,2-b]pyridazin-2-yl)propan-2-ol